N-((S)-1-(2-((S)-2-cyanopyrrolidin-1-yl)-2-oxoethyl)pyrrolidin-3-yl)-7-fluorobenzofuran-3-carboxamide C(#N)[C@H]1N(CCC1)C(CN1C[C@H](CC1)NC(=O)C1=COC2=C1C=CC=C2F)=O